S1C=NC2=C1CC(CC2)=O 4,5,6,7-tetrahydrobenzothiazol-6-one